N[C@@H]1[C@H](CCC[C@H]1F)CC=1C=C2CN(C(C2=CC1)=O)N1C(CCCC1=O)=O |o1:1,2,6| (5-(((1R,2R,3R)-rel-2-amino-3-fluorocyclohexyl)methyl)-1-oxoisoindolin-2-yl)piperidine-2,6-dione